1-(3-(4-phenoxypiperidine-1-carbonyl)benzyl)quinazoline-2,4(1h,3h)-dione O(C1=CC=CC=C1)C1CCN(CC1)C(=O)C=1C=C(CN2C(NC(C3=CC=CC=C23)=O)=O)C=CC1